4-chloro-N-[(2,3-difluorophenyl)methyl]-6-(1-tetrahydropyran-2-yl-indazol-6-yl)-1,3,5-triazin-2-amine ClC1=NC(=NC(=N1)C1=CC=C2C=NN(C2=C1)C1OCCCC1)NCC1=C(C(=CC=C1)F)F